C1(CC1)C(C(F)(F)F)O 1-cyclopropyl-2,2,2-trifluoroethanol